FC1C(C1)C1=CC(=NO1)C(=O)OC Methyl 5-(2-fluorocyclopropyl)isoxazole-3-carboxylate